anthraquinone-2,7-disulfonate di-ammonium salt [NH4+].[NH4+].C1=C(C=CC=2C(C3=CC=C(C=C3C(C12)=O)S(=O)(=O)[O-])=O)S(=O)(=O)[O-]